NC1=NC=2C=NC(=CC2C2=C1C=NN2C)C(=O)N([C@H](CC)C=2C=NC=NC2)CC2=CC=C(C=C2)S(F)(F)(F)(F)F 4-amino-1-methyl-N-(4-(pentafluoro-lambda~6~-sulfanyl)benzyl)-N-((1R)-1-(5-pyrimidinyl)propyl)-1H-pyrazolo[4,3-c][1,7]naphthyridine-8-carboxamide